(S)-quinuclidin-3-yl (7-(2-chlorophenyl)-1,2,3,4-tetrahydronaphthalen-1-yl)carbamate ClC1=C(C=CC=C1)C1=CC=C2CCCC(C2=C1)NC(O[C@@H]1CN2CCC1CC2)=O